N-cycloheptyl-1,1-diphenylmethanimine-15N C1(CCCCCC1)[15N]=C(C1=CC=CC=C1)C1=CC=CC=C1